BrC1=NN2C(C(CCC2)OC2=C(C=C(C=C2)F)F)=N1 2-bromo-8-(2,4-difluorophenoxy)-5,6,7,8-tetrahydro-[1,2,4]triazolo[1,5-a]pyridine